OC=C(C(=O)N(C)C)OC1=CC=C2C(=CC(OC2=C1)=O)C1=C(C=CC=C1)C 3-hydroxy-N,N-dimethyl-2-((2-oxo-4-(o-tolyl)-2H-chromen-7-yl)oxy)propenamide